N'-([1,1'-biphenyl]-4-carbonyl)-4-nitrobenzenesulfonohydrazide C1(=CC=C(C=C1)C(=O)NNS(=O)(=O)C1=CC=C(C=C1)[N+](=O)[O-])C1=CC=CC=C1